N1(C=NC=C1)C1=CC(=CC(=N1)C(=O)NC1CCC(CC1)OC)N1CCCC1 6-(1H-imidazol-1-yl)-N-(4-methoxycyclohexyl)-4-(pyrrolidin-1-yl)picolinamide